N-[(1R)-1-[3-(2-cyclopropyl-4-pyridyl)-1,2,4-oxadiazol-5-yl]propyl]-2-methyl-5-(trifluoromethyl)pyrazole-3-carboxamide C1(CC1)C1=NC=CC(=C1)C1=NOC(=N1)[C@@H](CC)NC(=O)C=1N(N=C(C1)C(F)(F)F)C